2-(3-(3-((4-Methyl-4H-1,2,4-triazol-3-yl)methyl)oxetan-3-yl)phenyl)-6-((1R,4R)-5-methyl-2,5-diazabicyclo[2.2.1]heptan-2-yl)-4-(trifluoromethyl)isoindolin-1-one CN1C(=NN=C1)CC1(COC1)C=1C=C(C=CC1)N1C(C2=CC(=CC(=C2C1)C(F)(F)F)N1[C@H]2CN([C@@H](C1)C2)C)=O